4-(5,7-difluoro-1-(pyridazin-3-ylmethyl)-benzoimidazol-2-yl)-1,2,5-oxadiazol-3-amine FC1=CC2=C(N(C(=N2)C=2C(=NON2)N)CC=2N=NC=CC2)C(=C1)F